CC1(OB(OC1(C)C)C1=CC=C(C=C1)C1CCN(CC1)CC(F)(F)F)C 4-(4-(4,4,5,5-tetramethyl-1,3,2-dioxaborolan-2-yl)phenyl)-1-(2,2,2-trifluoroethyl)piperidine